BrC(CCCOC(C1=CC=CC=C1)=O)C 4-bromopentylbenzoate